Cl.[N+](=O)([O-])C1=CC(=C(C=C1)C1=C(C=C(C=C1)N)C(F)(F)F)C(F)(F)F 4'-Nitro-2,2'-bis(trifluoromethyl)[1,1'-biphenyl]-4-amine hydrochloride